3-(4-Amino-6-morpholino-9H-pyrazino[2',3':4,5]pyrrolo[2,3-d]pyrimidin-9-yl)-2,4-dimethylphenol NC=1C2=C(N=CN1)N(C1=C2N=C(C=N1)N1CCOCC1)C=1C(=C(C=CC1C)O)C